C(C)(=O)N1CC(C1)C#CC1=CC2=C([C@@H](CO2)N(C(=O)C2=CC=C3N=C(C=4N(C3=C2)C=NC4)N)C)C=C1 (S)-N-(6-((1-acetylazetidin-3-yl)ethynyl)-2,3-dihydrobenzofuran-3-yl)-4-amino-N-methylimidazo[1,5-a]quinoxaline-8-carboxamide